CCCCCCCCCCCC(=O)NCCS(=O)(=O)[O-] The molecule is a fatty acid-taurine conjugate obtained by deprotonation of the sulfonate group of N-dodecanoyltaurine; major species at pH 7.3. It is a conjugate base of a N-dodecanoyltaurine.